(S)-N-(3-chloro-2,4-difluorophenyl)-N-cyclopropyl-3-(6-methyl-4-(trifluoromethyl)-pyridin-2-yl)-2-oxoimidazolidine-4-carboxamide ClC=1C(=C(C=CC1F)N(C(=O)[C@H]1N(C(NC1)=O)C1=NC(=CC(=C1)C(F)(F)F)C)C1CC1)F